dichloro-5,5-dimethylimidazolidine-2,4-dione ClN1C(N(C(C1=O)(C)C)Cl)=O